1-(3-(2,3-dichlorophenyl)-4-(difluoromethyl)-1H-pyrazolo[3,4-b]pyridin-6-yl)-4-methylpiperidine-4-amine ClC1=C(C=CC=C1Cl)C1=NNC2=NC(=CC(=C21)C(F)F)N2CCC(CC2)(N)C